4-ethyl-2,5-dimethoxy-amphetamine C(C)C1=CC(=C(CC(N)C)C=C1OC)OC